(4-(2,3-difluoro-4-(1-(tetrahydro-2H-pyran-2-yl)-1H-pyrazol-4-yl)phenyl)piperazin-1-yl)(piperidin-1-yl)methanone FC1=C(C=CC(=C1F)C=1C=NN(C1)C1OCCCC1)N1CCN(CC1)C(=O)N1CCCCC1